6-(bromomethyl)-2-methyl-1,3-benzoxazole BrCC1=CC2=C(N=C(O2)C)C=C1